9-vinylcarbazole C(=C)N1C2=CC=CC=C2C=2C=CC=CC12